FC1=CC=CC(=N1)C#CCO 3-(6-Fluoropyridin-2-yl)prop-2-yn-1-ol